NC1=CC=[N+](C=C1)CCCCCCCCOCCCCCC 4-Amino-1-[8-(hexyloxy)octyl]pyridinium